(Z)-Methyl 3-(((4-((3-(dimethylamino)propoxy)carbamoyl)phenyl)amino)(phenyl)methylene)-5-methyl-2-oxoindoline-6-carboxylate CN(CCCONC(=O)C1=CC=C(C=C1)N\C(=C\1/C(NC2=CC(=C(C=C12)C)C(=O)OC)=O)\C1=CC=CC=C1)C